CC=1C=C(C=CC1OC1=CC2=C(N(C=N2)C)C=C1)NC1=NC=NC=C1C(=O)O 4-((3-methyl-4-((1-methyl-1H-benzimidazol-5-yl)oxy)phenyl)amino)pyrimidine-5-carboxylic acid